C(CCCCCCC)[Si](OC)(OC)OC n-octyl-(trimethoxy)silane